tert-Butyl (4-(1,2,4,5-tetrazin-3-yl)benzyl)(methyl)carbamate tert-butyl-(4-cyanobenzyl)(methyl)carbamate C(C)(C)(C)OC(N(C)CC1=CC=C(C=C1)C#N)=O.N1=NC(=NN=C1)C1=CC=C(CN(C(OC(C)(C)C)=O)C)C=C1